C(C)(C)(C)OC(=O)N1C(N([C@@H](C1)C(N(C)C1=C(C(=C(C=C1)F)Cl)F)=O)C1=CC(=C2C(=N1)SC(=C2)C(N)=O)C(F)(F)F)=O (S)-3-(2-carbamoyl-4-(trifluoromethyl)thieno[2,3-b]pyridin-6-yl)-4-((3-chloro-2,4-difluorophenyl)(methyl)carbamoyl)-2-oxoimidazolidine-1-carboxylic acid tert-butyl ester